3,5-diamino-N-(N-(4-(4'-(3-((4-(bis((2S,3R,4R,5R)-2,3,4,5,6-pentahydroxyhexyl)amino)butyl)amino)-3-oxopropyl)-[1,1'-biphenyl]-4-yl)butyl)carbamimidoyl)-6-chloropyrazine-2-carboxamide NC=1C(=NC(=C(N1)N)Cl)C(=O)NC(NCCCCC1=CC=C(C=C1)C1=CC=C(C=C1)CCC(=O)NCCCCN(C[C@@H]([C@H]([C@@H]([C@@H](CO)O)O)O)O)C[C@@H]([C@H]([C@@H]([C@@H](CO)O)O)O)O)=N